N-(6-((6,7-dimethoxyquinolin-4-yl)oxy)pyridin-3-yl)-6-p-fluorophenyl-2-isopropyl-5-oxo-2,5-dihydropyridazine-4-carboxamide COC=1C=C2C(=CC=NC2=CC1OC)OC1=CC=C(C=N1)NC(=O)C1=CN(N=C(C1=O)C1=CC=C(C=C1)F)C(C)C